CC1=CC=CC(=N1)NC(=O)[C@H]1N([C@@H]2CC[C@H]1C2)C(CN2C=C(C1=CC(=CC=C21)C2=CC=1CCCCC1C=C2)C(=O)N)=O 1-(2-((1R,3S,4S)-3-(6-methylpyridin-2-ylcarbamoyl)-2-azabicyclo[2.2.1]heptan-2-yl)-2-oxoethyl)-5-(5,6,7,8-tetrahydronaphthalen-2-yl)-1H-indole-3-carboxamide